C(#N)C1=CC=2N(N=C1)C(=CC2)C(=O)N 3-cyanopyrrolo[1,2-b]pyridazine-7-carboxamide